2-(3,5-dibromophenyl)-4,6-diphenyl-1,3,5-triazine BrC=1C=C(C=C(C1)Br)C1=NC(=NC(=N1)C1=CC=CC=C1)C1=CC=CC=C1